3,5-dimethyl-4-heptanol CC(CC)C(C(CC)C)O